tert-butyl (3aS,6S,6aR)-2-benzyl-6-(methylsulfonyloxymethyl)-4-oxo-3,3a,6,6a-tetrahydro-1H-pyrrolo[3,4-c]pyrrole-5-carboxylate C(C1=CC=CC=C1)N1C[C@@H]2[C@H](N(C([C@@H]2C1)=O)C(=O)OC(C)(C)C)COS(=O)(=O)C